C(C)(C)(C)OC(=O)N1C2CNCC1CC2 8-t-butoxycarbonyl-3,8-diazabicyclo[3.2.1]octane